O-Methyl Adipate C(CCCCC(=O)[O-])(=O)OC